BrC1=CN=C(NC1=O)C(=O)N 5-bromo-6-oxo-1,6-dihydropyrimidine-2-carboxamide